BrC1=NN(N=C1)C 4-bromo-2-methyl-1,2,3-triazole